1-(3-(2-(6-((3R,5R)-3-Amino-5-fluoropiperidine-1-carbonyl)-4-methoxy-3-methylpyrazolo[1,5-a]pyridin-2-yl)-1-(cyclopropylmethyl)-1H-indol-7-yl)azetidin-1-yl)ethan-1-one N[C@H]1CN(C[C@@H](C1)F)C(=O)C=1C=C(C=2N(C1)N=C(C2C)C=2N(C1=C(C=CC=C1C2)C2CN(C2)C(C)=O)CC2CC2)OC